6-chloro-1-isopropyl-4-methoxy-2-methyl-imidazo[4,5-c]pyridine ClC1=CC2=C(C(=N1)OC)N=C(N2C(C)C)C